FC(COC1=CC=C(OC=2C=C(C=C3C=NN(C23)C)C(=O)N)C=C1)(CN1CCOCC1)F 7-[4-(2,2-difluoro-3-morpholino-propoxy)phenoxy]-1-methyl-indazole-5-carboxamide